C(#N)C1=CC=2N(N=C1)C(=CC2)C2=CC(=C(C=N2)C2=NN=C(S2)CC(=O)OCC)NC(C)C ethyl 2-(5-(6-(3-cyanopyrrolo[1,2-b]pyridazin-7-yl)-4-(isopropylamino)pyridin-3-yl)-1,3,4-thiadiazol-2-yl)acetate